ClC1=C2C=C(C=NC2=CC(=N1)Cl)C=C 5,7-dichloro-3-vinyl-1,6-naphthyridine